tert-Butyl 6-((5-(2-(4-bromo-6-chloro-1-(tetrahydro-2H-pyran-2-yl)-1H-indazol-5-yl)ethyl)oxazol-2-yl)methyl)-1,4-oxazepane-4-carboxylate BrC1=C2C=NN(C2=CC(=C1CCC1=CN=C(O1)CC1CN(CCOC1)C(=O)OC(C)(C)C)Cl)C1OCCCC1